(3R,5S)-3-fluoro-5-(9a-((4-fluorophenyl)sulfonyl)-3-(perfluoropropan-2-yl)-6,6a,7,8,9,9a-hexahydro-5H-pyrrolo[2,3-H]quinoline-7-carbonyl)-1-(methyl-d3)pyrrolidin-2-one trifluoroacetate FC(C(=O)O)(F)F.F[C@H]1C(N([C@@H](C1)C(=O)N1CCC2(C1CCC=1C=C(C=NC21)C(C(F)(F)F)(C(F)(F)F)F)S(=O)(=O)C2=CC=C(C=C2)F)C([2H])([2H])[2H])=O